BrC1=C(C=2C(C3=CC(=CC=C3C2C=C1)Br)C1=CC=CC=C1)O 2,7-dibromo-9-phenylfluorenol